C(C1=C(C=CC=C1)N=C=O)C1=C(C=CC=C1)N=C=O methylenediphenylene diisocyanate